CN1CCN(CC1)C1=CC(=CN=N1)N1N=CC2=CC=C(C=C12)OC1CCCC=2C=C(C=NC12)C#N 8-((1-(6-(4-Methylpiperazin-1-yl)pyridazin-4-yl)-1H-indazol-6-yl)oxy)-5,6,7,8-tetrahydroquinoline-3-carbonitrile